N-cyclopropyl-4-[7-[3-(3,3-difluoro-4-hydroxy-pyrrolidin-1-yl)propoxy]imidazo[1,2-a]pyridin-3-yl]-2-(difluoromethoxy)-6-methoxy-benzamide C1(CC1)NC(C1=C(C=C(C=C1OC)C1=CN=C2N1C=CC(=C2)OCCCN2CC(C(C2)O)(F)F)OC(F)F)=O